CC1=CC=C(C=N1)OCC(=O)N(CC=1SC=CC1)C1=CC=CC=C1 2-(6-methylpyridin-3-yloxy)-N-phenyl-N-(thiophen-2-ylmethyl)acetamide